2-fluoro-N-(4-methyl-3-(2-((1-methyl-1H-pyrazol-4-yl)amino)-8,9-dihydroimidazo[1',2':1,6]pyrido[2,3-d]pyrimidin-6-yl)phenyl)benzamide formic acid salt C(=O)O.FC1=C(C(=O)NC2=CC(=C(C=C2)C)C2=CC3=C(N=C(N=C3)NC=3C=NN(C3)C)N3C2=NCC3)C=CC=C1